(S,E)-3-methyl-4-(6-(2-(3-methylbenzylidene)hydrazinyl)-9-(pyridin-3-yl)-9H-purin-2-yl)morpholine C[C@@H]1N(CCOC1)C1=NC(=C2N=CN(C2=N1)C=1C=NC=CC1)N/N=C/C1=CC(=CC=C1)C